OC1CC(NC1)C(=O)NCC1=CC=C(C=C1)C1=C(N=CS1)C 4-hydroxy-N-(4-(4-methyl-5-thiazolyl)benzyl)pyrrolidine-2-carboxamide